ClC1=NC=C(C(=C1)C1=C(C=NC(=C1)C)C(=O)NC=1SC2=C(N1)CN(C2)C(C2=NC(=CC=C2F)C(F)F)=O)OC 2'-chloro-N-(5-(6-(difluoromethyl)-3-fluoropicolinoyl)-5,6-dihydro-4H-pyrrolo[3,4-d]thiazol-2-yl)-5'-methoxy-6-methyl-[4,4'-bipyridine]-3-carboxamide